N-(5-hydroxypentyl)-2-(7-phenyl-2,7-diazaspiro[4.4]nonan-2-yl)isonicotinamide OCCCCCNC(C1=CC(=NC=C1)N1CC2(CC1)CN(CC2)C2=CC=CC=C2)=O